1H-1,2,4-triazolium hydrochloride iodide [I-].Cl.[NH2+]1N=CN=C1